Racemic-N-(5-(6-(1-hydroxyethyl)-8-(methylamino)imidazo[1,2-a]pyrazin-3-yl)-2,3-dimethoxyphenyl)-1-methyl-1H-pyrazole-4-sulfonamide O[C@H](C)C=1N=C(C=2N(C1)C(=CN2)C=2C=C(C(=C(C2)NS(=O)(=O)C=2C=NN(C2)C)OC)OC)NC |r|